2,4-difluoroperbenzoic acid FC1=CC(=CC=C1C(=O)OO)F